2-((R)-tetrahydrofuran-3-yl)-2,6,7,8-tetrahydro-1H-pyrrolo[2,3-e][1,2,4]triazolo[4,3-a]pyridin-1-one O1C[C@@H](CC1)N1N=C2N(C3=C(C=C2)NCC3)C1=O